2-Oxo-4-vinylbenzo[cd]indole-1(2H)-carboxylic acid tert-butyl ester C(C)(C)(C)OC(=O)N1C(C2=C3C(C=CC=C13)=CC(=C2)C=C)=O